2-(trifluoromethoxy)-1-(4-(3-((4-(trifluoromethyl)phenyl)amino)pyrazin-2-yl)piperazin-1-yl)ethan-1-one FC(OCC(=O)N1CCN(CC1)C1=NC=CN=C1NC1=CC=C(C=C1)C(F)(F)F)(F)F